7-(6-(1-(1-(4-fluorophenyl)propyl)-1H-pyrazol-4-yl)pyridin-2-yl)-8-methoxy-[1,2,4]triazolo[1,5-a]pyridin-2-amine FC1=CC=C(C=C1)C(CC)N1N=CC(=C1)C1=CC=CC(=N1)C1=C(C=2N(C=C1)N=C(N2)N)OC